Cl.C(C)OC(=O)C1(C(NCC1)=O)N 3-amino-2-oxopyrrolidine-3-carboxylic acid ethyl ester hydrochloride